C(C1=CC=CC=C1)(C1=CC=CC=C1)C1N2N(C(C=3N1N=CC(C3O)=O)=O)C(CCC2)C 12-benzhydryl-4-hydroxy-7-methyl-7,8,9,10-tetrahydro-12H-dipyridazino[1,2-a:1',6'-d][1,2,4]triazine-3,5-dione